(3S)-3-{[(1S,3aR,6aS)-2-(4-methoxy-1H-indole-2-carbonyl)-hexahydro-1H-cyclopenta[c]pyrrol-1-yl]formamido}-N-cyclopropyl-4-[(3S)-5,5-dimethyl-2-oxopyrrolidin-3-yl]-2-hydroxybutanamide COC1=C2C=C(NC2=CC=C1)C(=O)N1[C@@H]([C@@H]2[C@H](C1)CCC2)C(=O)N[C@H](C(C(=O)NC2CC2)O)C[C@@H]2C(NC(C2)(C)C)=O